(2-amino-3-(3-(4-(((cyanomethyl)amino)methyl)benzyl) isoxazol-5-yl)pyridin-1-ium-1-yl)methyl hydrogen phosphate P(=O)(OC[N+]1=C(C(=CC=C1)C1=CC(=NO1)CC1=CC=C(C=C1)CNCC#N)N)(O)[O-]